N-(1-cyclopropyl-1H-pyrazol-4-yl)-2-({2-[4-(2-hydroxyethoxy)pyridin-2-yl]-5H,6H,7H-cyclopenta[d]pyrimidin-4-yl}(methyl)amino)acetamide C1(CC1)N1N=CC(=C1)NC(CN(C)C=1C2=C(N=C(N1)C1=NC=CC(=C1)OCCO)CCC2)=O